CS(=O)(=O)CC1=CC(=C2CN(CC2=C1)C#N)C1=CC=CC=C1 6-((methylsulfonyl)methyl)-4-phenylisoindoline-2-carbonitrile